palladium diacetoxy(diacetoxypalladium) C(C)(=O)O[Pd](OC(C)=O)(OC(C)=O)OC(C)=O.[Pd]